C(C1=CC=C(C(=O)OCCCCCCC(C)C)C=C1)(=O)OCCCCCC n-hexyl (isononyl) terephthalate